N-CYCLOPROPYL-2-(3-FORMYL-2-METHYL-INDOL-1-YL)-ACETAMIDE CC1=C(C2=CC=CC=C2N1CC(=O)NC3CC3)C=O